4-methyl-6-propanoylpyridin-3-ylboronic acid CC1=C(C=NC(=C1)C(CC)=O)B(O)O